N-(4-(2-(methylcarbamoyl)pyridin-4-yloxy)phenyl)-5-(4-(trifluoromethyl)phenyl)picolinamide Methyl-3-(2-bromo-1,1,2,2-tetrafluoro-ethoxy)-5-methylsulfonyl-benzoate COC(C1=CC(=CC(=C1)S(=O)(=O)C)OC(C(F)(F)Br)(F)F)=O.CNC(=O)C1=NC=CC(=C1)OC1=CC=C(C=C1)NC(C1=NC=C(C=C1)C1=CC=C(C=C1)C(F)(F)F)=O